P(=O)(OCCOC(C=C)=O)(OCCOC(C=C)=O)OCCOC(C=C)=O tri(2-acryloxyethyl) phosphate